tert-butyl 4-(4-(5-(6-fluoro-2-methyl-2-oxido-3H-2λ4-benzo[c]isothiazol-7-yl)-4,5-dihydroisoxazol-3-yl) thiazol-2-yl)piperidine-1-carboxylate FC=1C=CC2=C(NS(C2)([O-])C)C1C1CC(=NO1)C=1N=C(SC1)C1CCN(CC1)C(=O)OC(C)(C)C